BrC=1C=C(C=C(C1)F)N1C(CC1)=O 1-(3-Bromo-5-fluorophenyl)azetidin-2-one